6-Ethyl-5-(5-methylbenzothiophen-3-yl)pyridin-2-amine C(C)C1=C(C=CC(=N1)N)C1=CSC2=C1C=C(C=C2)C